O1CCN(CC1)C1=CC=C(C=C1)C(C(CC)(CC1=CC=CC=C1)N(C)C)=O 1-(4-morpholinophenyl)-2-dimethylamino-2-benzyl-butan-1-one